C(#N)C=1C=C(C=CC1)[C@H]1[C@@H](N=C(O1)N1C[C@H](N(CC1)C([C@H](NC1CCCCC1)CCCCNS(=O)(=O)C)=O)C(=O)NCC=1SC=CC1)C (S)-4-((4S,5S)-5-(3-cyanophenyl)-4-methyl-4,5-dihydrooxazol-2-yl)-1-(N2-cyclohexyl-N6-(methylsulfonyl)-D-lysyl)-N-(thiophen-2-ylmethyl)piperazine-2-carboxamide